C(#N)[C@@H](C[C@H]1C(NCC1)=O)NC(=O)[C@@H]1N([C@H]2CC([C@@H]1CC2)(F)F)C(=O)C=2NC1=CC=CC(=C1C2)C(F)F (1R,3R,4R)-N-((R)-1-cyano-2-((S)-2-oxopyrrolidin-3-yl)ethyl)-2-(4-(difluoromethyl)-1H-indole-2-carbonyl)-5,5-difluoro-2-azabicyclo[2.2.2]octane-3-carboxamide